tert-butyl (3-(3-(4-((3-(1,1-difluoroethyl)phenyl)carbamoyl)-3-methyl-5-oxo-4,5-dihydro 1H-pyrazol-1-yl)phenyl)prop-2-yn-1-yl)carbamate FC(C)(F)C=1C=C(C=CC1)NC(=O)C1C(=NN(C1=O)C=1C=C(C=CC1)C#CCNC(OC(C)(C)C)=O)C